CC1(CC2(OC3=C1C=C(C=C3P(C3=CC=CC=C3)C3=CC=CC=C3)C)OC3=C(C(C2)(C)C)C=C(C=C3P(C3=CC=CC=C3)C3=CC=CC=C3)C)C (4,4,4',4',6,6'-hexamethyl-3,3',4,4'-tetrahydro-2,2'-spirobi[[1]benzopyran]-8,8'-diyl)bis(diphenylphosphane)